2-bromo-6-(5-hydroxy-1-benzofuran-2-yl)benzonitrile BrC1=C(C#N)C(=CC=C1)C=1OC2=C(C1)C=C(C=C2)O